BrC=1SC(=C(N1)C1=CC(=CC=C1)F)C(=O)OCC ethyl 2-bromo-4-(3-fluorophenyl)thiazole-5-carboxylate